O=C1[C@]2(C[C@H](N(C2)C(=O)OC(C)(C)C)C(=O)OC)CCCN1 2-(tert-butyl) 3-methyl (3S,5S)-6-oxo-2,7-diazaspiro[4.5]decane-2,3-dicarboxylate